4-{[(3R)-3-(hydroxymethyl)piperazin-1-yl]methyl}-2-methoxybenzoic acid OC[C@H]1CN(CCN1)CC1=CC(=C(C(=O)O)C=C1)OC